1-(6-((Tert-butoxycarbonyl)amino)hexyl)-1H-indole-4-carboxylic acid C(C)(C)(C)OC(=O)NCCCCCCN1C=CC=2C(=CC=CC12)C(=O)O